(R)-6-(4-amino-5-chloropyrimidin-2-yl)-2-(5-(difluoromethoxy)-4-((6-oxo-5-(trifluoromethyl)-1,6-dihydropyridazin-4-yl)amino)pentyl)-7,8-difluoroisoquinolin-1(2H)-one NC1=NC(=NC=C1Cl)C=1C=C2C=CN(C(C2=C(C1F)F)=O)CCC[C@H](COC(F)F)NC=1C=NNC(C1C(F)(F)F)=O